(3aR,5s,6aS)-2-((tetrahydro-2H-pyran-4-yl)methyl)-N-(6-(4-(trifluoromethyl)pyridin-3-yl)pyridazin-3-yl)octahydrocyclopenta[c]pyrrol-5-amine O1CCC(CC1)CN1C[C@@H]2[C@H](C1)CC(C2)NC=2N=NC(=CC2)C=2C=NC=CC2C(F)(F)F